2-[(propan-2-yl)oxy]benzene CC(C)OC1=CC=CC=C1